1,1,4,4-tetramethyl-6-acetyl-7-formyl-1,2,3,4-tetrahydronaphthalene CC1(CCC(C2=CC(=C(C=C12)C=O)C(C)=O)(C)C)C